CS(=O)(CC=1N=COC1)=NC1=C(N=C2N1C=CC(=C2)C2=NOC(=N2)C(F)(F)F)C methyl((2-methyl-7-(5-(trifluoromethyl)-1,2,4-oxadiazol-3-yl)imidazo[1,2-a]pyridin-3-yl)imino)(oxazol-4-ylmethyl)-λ6-sulfanone